[NH4+].FC(=O)[O-] perfluorocarboxylic acid ammonium salt